O=C1N(CCC1)CCCN(C1=CC=C(C=N1)C1=NC=2N(C(N(C(C2N1)=O)CCC)=O)CCOC)C(=O)C=1C=NC(=CC1)F 8-(6-{[3-(2-Oxo-1-pyrrolidinyl)propyl](6-fluoro-3-pyridyl)carbonylamino}-3-pyridyl)-3-(2-methoxyethyl)-1-propylxanthine